C(#N)C1=NC=CC(=C1)C1=CC(=NN1)C(=O)N1CCC(CC1)C(=O)NC1CCC(CC1)C 1-[5-(2-cyanopyridin-4-yl)-1H-pyrazole-3-carbonyl]-N-(4-methylcyclohexyl)piperidine-4-carboxamide